C(C)OC(=O)C=1C(C=C2N(C(CC=3C=C(C4=C(C23)CCO4)O)C(C)C)C1)=O 4-hydroxy-7-isopropyl-11-oxo-2,6,7,11-tetrahydro-1H-furo[2,3-H]pyrido[2,1-a]isoquinoline-10-carboxylic acid ethyl ester